FC=1C=CC(=NC1C)C1=NNC=C1C1=NC2=CC(=CN=C2C=C1)C=1N=NN2C1CNCC2 2-[3-(5-fluoro-6-methyl-2-pyridyl)-1H-pyrazol-4-yl]-7-(4,5,6,7-tetrahydrotriazolo[1,5-a]pyrazin-3-yl)-1,5-naphthyridine